FC1=C(C=CC=C1)N1C=NC2=C1CC=1C=CC=C(C1O2)OC 2-fluorophenyl-5-methoxy-1,9-dihydrochromeno[2,3-d]imidazole